3-nitro-sebacic acid dimethyl ester COC(CC(CCCCCCC(=O)OC)[N+](=O)[O-])=O